1-((6-cyclopropyl-8-(2-oxopyrrolidin-1-yl)imidazo[1,2-a]Pyridin-2-yl)methyl)-1H-1,2,3-triazole-4-carboxamide C1(CC1)C=1C=C(C=2N(C1)C=C(N2)CN2N=NC(=C2)C(=O)N)N2C(CCC2)=O